NC1=NN(C(=C1)C1(CC2CC(CC2C1)C=1N=CN(C1C(=O)NC1=CC(=C(C=C1)F)Cl)C)O)C(C)CC 4-(5-(3-Amino-1-(sec-butyl)-1H-pyrazol-5-yl)-5-hydroxyoctahydropentalen-2-yl)-N-(3-chloro-4-fluorophenyl)-1-methyl-1H-imidazole-5-carboxamide